BC1C2CCCC1CCC2 9-Borylbicyclo[3.3.1]nonane